4'-methoxy-[1,1'-biphenyl]-2-carboxylic acid methyl ester COC(=O)C=1C(=CC=CC1)C1=CC=C(C=C1)OC